[Cl-].NC=1C=CC2=CC3=CC=C(C=C3[N+](=C2C1)C)N 3,6-Diamino-10-methylacridinium Chloride